6-(2-benzylidenehydrazino)-9-benzyl-purine CoBalT [Co].C(C1=CC=CC=C1)=NNC1=C2N=CN(C2=NC=N1)CC1=CC=CC=C1